CN(C1CCC(CC1)NC1=NC=2N(C(C(=NC2C=N1)C=1C=CC(=NC1C)NS(=O)(=O)C1=C(C=CC=C1)C#N)=O)C(C)C)C N-[5-[2-[[4-(dimethyl-amino)cyclohexyl]-amino]-8-isopropyl-7-oxo-pteridin-6-yl]-6-methyl-2-pyridyl]-2-cyano-benzenesulfonamide